Cl.N[C@@H](C(=O)N[C@@H](CCCC1=CC=C(C=C1)OC)B1OC(C(O1)(C)C)(C)C)COC (R)-2-amino-3-methoxy-N-((R)-4-(4-methoxyphenyl)-1-(4,4,5,5-tetramethyl-1,3,2-dioxaborolan-2-yl)butyl)propanamide hydrochloride